N1N=CC(=C1)CN1CCCCC1 1-((1H-pyrazol-4-yl)methyl)piperidin